FC=1C=C(C=CC1OC=1C=C2C=NN(C2=CC1C=1C=NN(C1)C(=O)OC(C)(C)C)CC)NC(=O)C=1C(N(C(=CC1)NC(=O)OC(C)(C)C)C1=CC=C(C=C1)F)=O N-(3-fluoro-4-(1-ethyl-6-(1-Boc-pyrazol-4-yl)-1H-indazol-5-yloxy)phenyl)-6-Bocamino-2-oxo-1-(4-fluorophenyl)-1,2-dihydropyridine-3-carboxamide